4-(2-(((benzyloxy)carbonyl)amino)acetyl)-3-formylpiperazine-1-carboxylic acid tert-butyl ester C(C)(C)(C)OC(=O)N1CC(N(CC1)C(CNC(=O)OCC1=CC=CC=C1)=O)C=O